5-(1H-indol-3-yl)thiazol-2-amine N1C=C(C2=CC=CC=C12)C1=CN=C(S1)N